N1=C(C=NC=C1)CN1C=CC2=CC(=CC=C12)NC(CCC)=O N-[1-(pyrazin-2-ylmethyl)indol-5-yl]butyramide